7-(1-(but-2-ynyl)pyrrolidin-3-yl)-2-(4-(2-methoxyphenoxy)phenyl)-1H-imidazo[1,2-b]pyrazole-3-carboxamide C(C#CC)N1CC(CC1)C1=C2N(N=C1)C(=C(N2)C2=CC=C(C=C2)OC2=C(C=CC=C2)OC)C(=O)N